(S)-tert-Butyl 4-(1-amino-3-(4'-[14C]-cyanobiphenyl-4-yl)-1-oxopropan-2-ylcarbamoyl)tetrahydro-2H-pyran-4-ylcarbamate NC([C@H](CC1=CC=C(C=C1)C1=CC=C(C=C1)[14C]#N)NC(=O)C1(CCOCC1)NC(OC(C)(C)C)=O)=O